[Fe+3].CC(CC(CC)=O)=O.CC(CC(CC)=O)=O.CC(CC(CC)=O)=O tris(2,4-hexanedione) iron (III)